FC1=C(C=C(C=C1)N(C(=O)C=1C=C(C=2N(C1)C=CN2)C)C)OC N-(4-fluoro-3-methoxy-phenyl)-N,8-dimethyl-imidazo[1,2-a]pyridine-6-carboxamide